N1(CCCC1)C1C(CCCC1)O 2-pyrrolidinylcyclohexanol